7-(cyclopentylamino)-5-methyl-2-((piperidin-4-ylsulfanyl)methyl)quinazolin-4(3H)-one C1(CCCC1)NC1=CC(=C2C(NC(=NC2=C1)CSC1CCNCC1)=O)C